CC1CC2=C(NC3=CC=CC=C23)CN1S(=O)(=O)C 3-methyl-2-(methylsulfonyl)-2,3,4,9-tetrahydro-1H-pyrido[3,4-b]indole